NCCCN(CCCN)C N,N-bisaminopropylmethylamine